2-(2-(2-methoxyethoxy)ethoxy)ethanethiol COCCOCCOCCS